1,4-bis[alpha-(t-butyldioxy)-isopropoxy]benzene C(C)(C)(C)OOC(C)(C)OC1=CC=C(C=C1)OC(C)(C)OOC(C)(C)C